The molecule is a maleate salt resulting from the reaction of tris and maleic acid in the molar ratio tris:maleic acid = 2:1. It has a role as a buffer. It contains a member of Htris. C(C(CO)(CO)N)O.C(C(CO)(CO)N)O.C(=C\\C(=O)O)\\C(=O)O